(2R)-N-[2-(1-benzylpiperidin-4-yl)ethyl]-2-methyl-4-(pyrimidin-2-yl)piperazine-1-carboxamide C(C1=CC=CC=C1)N1CCC(CC1)CCNC(=O)N1[C@@H](CN(CC1)C1=NC=CC=N1)C